NC1=C(C=C(C=2C(C3=CC=CC=C3C(C12)=O)=O)NCCC[N+](C)(C)C)C 3-[(4-Amino-9,10-dihydro-3-methyl-9,10-dioxo-1-anthracenyl)amino]-N,N,N-trimethyl-1-propanaminium